ClC=1C(=C(C(=CC1)C(F)F)C=1N=C(C(=NC1)C(=O)O)C(C)(C)O)F (3-chloro-6-(difluoromethyl)-2-fluorophenyl)-3-(2-hydroxypropan-2-yl)pyrazine-2-carboxylic acid